BrC=1C=CC=C2N=CC(=NC12)C=1C=NN(C1)CCCCCCNC=1C=C2C(N(C(C2=CC1)=O)C1C(NC(CC1)=O)=O)=O 5-((6-(4-(8-bromoquinoxalin-2-yl)-1H-pyrazol-1-yl)hexyl)amino)-2-(2,6-dioxopiperidin-3-yl)isoindoline-1,3-dione